C(C)OC(=O)[C@H]1C2CCC([C@@H]1NC1=NC(=NN3C1=CC=C3C(F)(F)F)Cl)CC2 (1R,2S,3S,4R)-3-((2-chloro-7-(trifluoromethyl)pyrrolo[2,1-f][1,2,4]triazin-4-yl)amino)bicyclo[2.2.2]octane-2-carboxylic acid ethyl ester